ClC=1C=C(CN2C(C3=CC=C(C=C3C(C23CCCC3)C(=O)O)C)=O)C=CC1Cl 2'-(3,4-dichlorobenzyl)-6'-methyl-1'-oxo-1',4'-dihydro-2'H-spiro[cyclopentane-1,3'-isoquinoline]-4'-carboxylic acid